FC(C1=CC2=C(SC(=C2)C(N[C@H]2CCCC[C@@H]3N(C2=O)[C@@H](CC3)C(=O)N3C2(CC2)C[C@@H](C3)C3=CC=CC=C3)=O)C=C1)(F)P(O)(O)=O (difluoro(2-(((3S,6S,10aS)-5-oxo-3-((R)-6-phenyl-4-azaspiro[2.4]heptane-4-carbonyl)decahydropyrrolo[1,2-a]azocin-6-yl)carbamoyl)benzo[b]thiophen-5-yl)methyl)phosphonic acid